N-(3-(4-(3,3-difluorocyclobutyl)-6-((dimethyl(oxo)-λ6-sulfanylidene)amino)pyridin-2-yl)-1-methyl-1H-pyrrolo[2,3-c]pyridin-5-yl)acetamide FC1(CC(C1)C1=CC(=NC(=C1)N=S(=O)(C)C)C1=CN(C2=CN=C(C=C21)NC(C)=O)C)F